OCCCN1CCN(CC1)CCCNC(OC(C)(C)C)=O tert-butyl N-[3-[4-(3-hydroxypropyl)piperazin-1-yl]propyl]carbamate